(2-(1-(tert-butoxycarbonyl)piperidin-4-yl)phenyl)lithium C(C)(C)(C)OC(=O)N1CCC(CC1)C1=C(C=CC=C1)[Li]